C(C)(C)(C)O[C@H]1[C@@H](C[C@H]2N(CCC3=CC(=C(C=C23)OC)OCC2C(CC2)(F)F)C1)O (2R,3R,11bR)-3-(tert-butoxy)-9-((2,2-difluorocyclobutyl)methoxy)-10-methoxy-1,3,4,6,7,11b-hexahydro-2H-pyrido[2,1-a]isoquinolin-2-ol